tert-butyl (2-(6,7-dichloro-3-((4-chlorophenyl)amino)-9-tosyl-9H-carbazol-1-yl)ethyl)carbamate ClC=1C=C2C=3C=C(C=C(C3N(C2=CC1Cl)S(=O)(=O)C1=CC=C(C)C=C1)CCNC(OC(C)(C)C)=O)NC1=CC=C(C=C1)Cl